4-[7-(3-methylpyrrolidine-1-carbonyl)-[1,2,4]triazolo[1,5-a]pyridin-5-yl]benzonitrile CC1CN(CC1)C(=O)C1=CC=2N(C(=C1)C1=CC=C(C#N)C=C1)N=CN2